NC1=CC=C(C=C1)C=1C2=CC=C(N2)C(=C2C=CC(C(=C3C=CC(=C(C=4C=CC1N4)C4=CC=C(C=C4)N)N3)C3=CC=C(C=C3)N)=N2)C2=CC=C(C=C2)N 5,10,15,20-tetrakis(4-aminophenyl)-porphyrin